tert-butyl (1R,5S,6R)-6-(5-((5-methyl-4-oxopyrido[3,4-d]pyrimidin-3(4H)-yl) methyl)-1,2,4-oxadiazol-3-yl)-3-azabicyclo[3.1.0]hexane-3-carboxylate CC1=CN=CC=2N=CN(C(C21)=O)CC2=NC(=NO2)C2[C@H]1CN(C[C@@H]21)C(=O)OC(C)(C)C